3-bromo-1-Trimethylsilyl-1-propyne BrCC#C[Si](C)(C)C